(S)-6-(2-amino-4-fluoro-5-(2-fluoro-4-(2-isopropylmorpholino)phenyl)pyridin-3-yl)-3,4-dihydroisoquinolin-1(2H)-one NC1=NC=C(C(=C1C=1C=C2CCNC(C2=CC1)=O)F)C1=C(C=C(C=C1)N1C[C@@H](OCC1)C(C)C)F